2-[(3-fluorobenzoyl)amino]benzamide FC=1C=C(C(=O)NC2=C(C(=O)N)C=CC=C2)C=CC1